N,N-dimethyl-2-(1-methyl-3-(4-morpholino-2-(4-phenyl-1H-pyrazol-1-yl)furo[3,2-d]pyrimidin-6-yl)-1H-pyrazol-5-yl)ethan-1-amine CN(CCC1=CC(=NN1C)C1=CC=2N=C(N=C(C2O1)N1CCOCC1)N1N=CC(=C1)C1=CC=CC=C1)C